methyl 2-chloro-3-methylpropionate ClC(C(=O)OC)CC